6-(4-chlorophenyl)-2-methyl-3,4-diphenyl-4H-pyran ClC1=CC=C(C=C1)C1=CC(C(=C(O1)C)C1=CC=CC=C1)C1=CC=CC=C1